NC(=O)C1=CC=CC2=CN(N=C12)C1=CC=C(C=C1)NC(=O)[C@H]1[NH+](CCC1)C1CC[NH2+]CC1 4-{(2S)-2-[({4-[7-(aminocarbonyl)-2H-indazole-2-yl]phenyl}amino)carbonyl]pyrrolidinium-1-yl}piperidinium